(7-aminoheptyl)-4-bromobenzenesulfonamide NCCCCCCCC1=C(C=CC(=C1)Br)S(=O)(=O)N